4-hydroxy-3-methoxybenzyl-(E)-8-methyl-6-nonene OC1=C(C=C(CCCCCC\C=C\C(C)C)C=C1)OC